S1C(=NC2=C1C=CC=C2)NC2=C(C(=C(N=N2)NC=2SC=C(N2)C(=O)OCC)CC)C ethyl 2-({6-[(1,3-benzothiazol-2-yl)amino]-4-ethyl-5-methylpyridazin-3-yl}amino)-1,3-thiazole-4-carboxylate